(5'-((5-amino-6-chloropyrimidin-4-yl)amino)-2'-fluoro-4'-(4-methylpiperazin-1-yl)-[1,1'-biphenyl]-4-yl)(morpholino)methanone NC=1C(=NC=NC1Cl)NC=1C(=CC(=C(C1)C1=CC=C(C=C1)C(=O)N1CCOCC1)F)N1CCN(CC1)C